butanyl-sulfonate C(CCC)S(=O)(=O)[O-]